(R)-5-(6-(4-(2-(2-methoxyethoxy)phenyl)piperidin-1-yl)-2-azaspiro[3.4]oct-2-yl)-1,2,4-thiadiazole COCCOC1=C(C=CC=C1)C1CCN(CC1)[C@H]1CC2(CN(C2)C2=NC=NS2)CC1